CC1=C(C(=CC(=C1)O)C)OC 2,6-dimethyl-4-hydroxyanisole